N[C@H](C1CCN(CC1)C(=O)C1CC2(CC(C2)O)C1)C1=C(C=C(C(=C1)Cl)Cl)O 6-[4-[(R)-amino(4,5-dichloro-2-hydroxyphenyl)methyl]piperidine-1-carbonyl]spiro[3.3]heptan-2-ol